C(C)C=1C(=CC(NC1)=O)C(=O)NC=1C=C2CCC(NC2=CC1)=O 5-ethyl-2-oxo-N-(2-oxo-3,4-dihydro-1H-quinolin-6-yl)-1H-pyridine-4-carboxamide